C1(CC1)C(=O)NCC=1C(=C(C(=O)NC2=C3C=NN(C3=CC=C2)C2=CC(=CC=C2)C(F)(F)F)C(=CC1)F)F 3-{[(Cyclopropylcarbonyl)amino]methyl}-2,6-difluoro-N-{1-[3-(trifluoromethyl)phenyl]-1H-indazol-4-yl}benzamide